N1CC(C1)N1C=NC=CC1=O 3-(azetidin-3-yl)pyrimidin-4(3H)-one